trans-N-[(1H-benzimidazol-2-yl)methyl]-6-cyclopropyl-1-(3-methyloxan-4-yl)-1H-pyrazolo[3,4-b]pyrazin-3-amine N1C(=NC2=C1C=CC=C2)CNC2=NN(C1=NC(=CN=C12)C1CC1)[C@H]1[C@@H](COCC1)C